FC=1C=C(C=CC1C(C)C)[C@@H](NC(=O)[C@@H]1[C@H]2C[C@H]2CN1C(CC1=CN=NN1)=O)C1=CC=CC=C1 (1S,2S,5R)-N-[(S)-[3-fluoro-4-(propan-2-yl)phenyl](phenyl)methyl]-3-[2-(1H-1,2,3-triazol-5-yl)acetyl]-3-azabicyclo[3.1.0]hexane-2-carboxamide